C(N)(OC=1C(=NC(=C(C1I)F)N(CC1=CC=C(C=C1)OC)CC1=CC=C(C=C1)OC)C(C)(C)C)=O (tert-butyl 6-(di(4-methoxybenzyl) amino)-5-fluoro-4-iodopyridin-3-yl) carbamate